CC1=NN2C(N(C([C@H](CC2)NC(=O)C2=NN(C=N2)CC2=CC=C(C=C2)F)=O)C)=C1 (S)-N-(2,4-Dimethyl-5-oxo-5,6,7,8-tetrahydro-4H-pyrazolo[1,5-a][1,3]diazepin-6-yl)-1-(4-fluorobenzyl)-1H-1,2,4-triazol-3-carboxamid